COC=1C=C(C(=CC1)NCC)N 4-methoxy-N1-ethylbenzene-1,2-diamine